NC1CCC(CC1)NC1=NC2=C(C=C(C=C2C=N1)C1=C(C=C(C=C1)N(S(=O)(=O)C1=C(C=CC=C1)Cl)C)C)CC N-(4-(2-(((1r,4r)-4-aminocyclohexyl)amino)-8-ethylquinazolin-6-yl)-3-methyl-phenyl)-2-chloro-N-methylbenzene-sulfonamide